C(C)(C)(C)OC(=O)N1CC2(C1)CC(C2)(C2=CC=CC=C2)O 6-hydroxy-6-phenyl-2-azaspiro[3.3]heptane-2-carboxylic acid tert-butyl ester